IC1=NN(C2=NC=NC(=C21)N)C2CN(CCC2)S(=O)(=O)C 3-iodo-1-(1-(methylsulfonyl)piperidin-3-yl)-1H-pyrazolo[3,4-d]-pyrimidin-4-amine